[N-]=C=O.CC1(CC=CC=C1)C1=CC=C(C=C1)C 1,4'-dimethylbiphenyl isocyanate